C(C)OC1=C(CNC2=NC(=NC=C2C(=O)N)NC=2C=NN(C2)C)C=CC=C1 4-[(2-ethoxy-benzyl)amino]-2-[(1-methyl-1H-pyrazol-4-yl)amino]pyrimidin-5-carboxamide